ClC1=C(C=C(C=C1)F)C1NC(C=2C=3C(=NN(C3C=C(C21)C2=C(C(=O)N)C=C(C=C2F)C(F)(F)F)CC(F)(F)F)C)=O (6-(2-chloro-5-fluorophenyl)-1-methyl-8-oxo-3-(2,2,2-trifluoroethyl)-3,6,7,8-tetrahydropyrrolo[3,4-e]indazol-5-yl)-3-fluoro-5-(trifluoromethyl)benzamide